N-ethyl-N-(2-methoxyethyl)-N,N-dimethylammonium tetrafluoroborate F[B-](F)(F)F.C(C)[N+](C)(C)CCOC